3-Morpholin-4-ylmethyl-5H-phenanthridin-6-one N1(CCOCC1)CC=1C=CC=2C3=CC=CC=C3C(NC2C1)=O